7-bromo-2-(4-hydroxybenzyl)isoindolin-1-one BrC=1C=CC=C2CN(C(C12)=O)CC1=CC=C(C=C1)O